5-fluoro-3-nitroquinoline FC1=C2C=C(C=NC2=CC=C1)[N+](=O)[O-]